3-(6-methylsulfonylpyridin-3-yl)-2,4-dioxothiophene CS(=O)(=O)C1=CC=C(C=N1)C1C(SCC1=O)=O